C(=CCC)(O)O.[Na] Sodium butenediol